3-(3-bromopropyloxy)quinoline BrCCCOC=1C=NC2=CC=CC=C2C1